(R)-N-(5-isopropyl-1H-pyrazol-3-yl)-1-((tetrahydro-2H-pyran-3-yl)methyl)-1H-pyrazolo[3,4-b]pyrazin-6-amine C(C)(C)C1=CC(=NN1)NC1=CN=C2C(=N1)N(N=C2)C[C@@H]2COCCC2